1-(3-fluorophenyl)-1H-indazole-4-carboxylic acid FC=1C=C(C=CC1)N1N=CC=2C(=CC=CC12)C(=O)O